FC1=CC=C(C=C1)[C@H]1NOCC1 (S)-3-(4-fluorophenyl)isoxazolidine